beta-nonene CC=CCCCCCC